N2-(6-(4-(2-methoxypropan-2-yl)piperidin-1-yl)-2-methylpyridin-3-yl)spiro[3.3]-heptane-2,6-diamine COC(C)(C)C1CCN(CC1)C1=CC=C(C(=N1)C)NC1CC2(C1)CC(C2)N